CC1N(CCC2(C1)OCCC1=C2SC=C1)C(=O)[O-] 2'-methyl-spiro[4,5-dihydrothieno[2,3-C]pyran-7,4'-piperidine]-1'-carboxylate